N-(3-(piperidin-1-yl)propyl)-2-(pyridin-2-yl)pyrimidin-5-amine N1(CCCCC1)CCCNC=1C=NC(=NC1)C1=NC=CC=C1